C1(C=CC(N1N(C(CC)=O)C(COCCOCCOCCOCCOCCOCCOCCOCCOCCOCCOCCO)O)=O)=O [N-maleimidopropionamido]-dodeca-ethyleneglycol